1-((5-nitro-1-(phenylsulfonyl)-1H-pyrrolo[2,3-b]pyridin-4-yl)amino)-3-oxocyclopentane-1-carboxylic acid ethyl ester C(C)OC(=O)C1(CC(CC1)=O)NC1=C2C(=NC=C1[N+](=O)[O-])N(C=C2)S(=O)(=O)C2=CC=CC=C2